Vanadium(IV) oxide sulfate hydrate O.S(=O)(=O)([O-])[O-].[O-2].[V+4]